O.[Fe].C(CN(CC(=O)O)CC(=O)O)N(CC(=O)O)CC(=O)O.[Na] monosodium ethylenediaminetetraacetic acid iron hydrate